O=C1NC(CCC1N1C(N(C2=C1C=C(C=C2)C=O)C)=O)=O 3-(2,6-Dioxopiperidin-3-yl)-1-methyl-2-oxo-2,3-dihydro-1H-benzo[d]imidazole-5-carbaldehyde